1-(7-chloro-5-fluoro-3-methyl-1-benzofuran-2-yl)-2,2,2-trifluoroethanamine ClC1=CC(=CC=2C(=C(OC21)C(C(F)(F)F)N)C)F